methyl 5-[5-({5-[(2-amino-5-bromophenyl) amino]-5-methylhexyl} oxy)-1-methylpyrazol-4-yl]-1-methyl-6-oxopyridine-3-carboxylate NC1=C(C=C(C=C1)Br)NC(CCCCOC1=C(C=NN1C)C1=CC(=CN(C1=O)C)C(=O)OC)(C)C